fluoro-[1,1'-biphenyl]-3-carboxamide FC1=C(C=CC=C1C(=O)N)C1=CC=CC=C1